(2S,4R)-N-((S)-1-(5-(((S)-1,1-dimethyl-2,3-dihydro-1H-inden-2-yl)amino)pyridin-2-yl)-2,2,2-trifluoroethyl)-4-hydroxy-N-methylpyrrolidine-2-carboxamide dihydrochloride Cl.Cl.CC1([C@H](CC2=CC=CC=C12)NC=1C=CC(=NC1)[C@@H](C(F)(F)F)N(C(=O)[C@H]1NC[C@@H](C1)O)C)C